2-(tert-Butoxycarbonylamino)propionic acid (S)-cyclopentyl ester C1(CCCC1)OC(C(C)NC(=O)OC(C)(C)C)=O